3-((7-(oxetan-3-ylamino)-1-((2-(trimethylsilyl)ethoxy)methyl)-1H-pyrazolo[4,3-d]pyrimidin-3-yl)amino)propan-2-ol O1CC(C1)NC=1C2=C(N=CN1)C(=NN2COCC[Si](C)(C)C)NCC(C)O